4-(4-(benzo[4,5]imidazo[1,2-a]pyrimidin-2-yl)piperazin-1-yl)-N-(9H-fluoren-9-yl)butyramide N=1C=2N(C=CC1N1CCN(CC1)CCCC(=O)NC1C3=CC=CC=C3C=3C=CC=CC13)C1=C(N2)C=CC=C1